BrC=1C=CC(=C(C1)NC(=O)C1(CC1)C)N1N=CC=C1 N-(5-bromo-2-(1H-pyrazol-1-yl)phenyl)-1-methylcyclopropane-1-carboxamide